COC1=C(C=CC(=C1)OC)CNCC1=CNC(C2=CC=C(C=C12)C1=C(N(N=C1)C)C1=C(C2=CC=CC=C2C=C1)C#N)=O 2-[4-[4-[[(2,4-dimethoxyphenyl)methylamino]methyl]-1-oxo-2H-isoquinolin-6-yl]-2-methyl-pyrazol-3-yl]naphthalene-1-carbonitrile